CSC1=CC=C(C=C1)CC=1C=NNC1 4-[(4-methylthiophenyl)methyl]-1H-pyrazole